(6S)-6-methoxy-N-((6-(2-methoxypyridin-4-yl)-2-methyl-3-{trifluoromethyl}phenyl)carbamoyl)-N'-trityl-6,7-dihydro-5H-pyrazolo[5,1-b][1,3]oxazine-3-sulfonimidamide CO[C@H]1CN2C(OC1)=C(C=N2)S(=O)(NC(NC2=C(C(=CC=C2C2=CC(=NC=C2)OC)C(F)(F)F)C)=O)=NC(C2=CC=CC=C2)(C2=CC=CC=C2)C2=CC=CC=C2